N1C=CC2=NC=C(C=C21)C(=O)[O-] 1H-pyrrolo[3,2-b]pyridine-6-carboxylate